C1(=CC=C(C=C1)C(=O)C1=CC=C(C=C1)C(=O)C1=CC=C(C=C1)C)C 2,5-bis(p-tolyl-methanoyl)benzene